tert-butyl (R)-((1-(1-(4,4-difluorocyclohexyl)pyrrolidin-3-yl)-1H-pyrazol-4-yl)methyl)carbamate FC1(CCC(CC1)N1C[C@@H](CC1)N1N=CC(=C1)CNC(OC(C)(C)C)=O)F